C1(CCCC1)COC1=CC(=C(C(=O)NS(=O)(=O)C2=C(C=C(C=C2)N[C@@H]2[C@H](CCCC2)N(C)C)F)C=C1C1CC1)F 4-(cyclopentylmethoxy)-5-cyclopropyl-N-((4-(((1S,2S)-2-(dimethylamino)-cyclohexyl)amino)-2-fluorophenyl)sulfonyl)-2-fluorobenzamide